FC(C1=CC(=NC=C1)OCC1[C@H]2CN(C[C@@H]12)C(=O)OC(C)(C)C)(F)F tert-butyl (1R,5S,6S)-6-({[4-(trifluoromethyl)pyridin-2-yl]oxy}methyl)-3-azabicyclo[3.1.0]hexane-3-carboxylate